ClC1=CC=C2C(N1CC=1OC=CC1)=CC(S2)CNC 5-chloro-N-[(furan-2-yl)methyl]-2-[(methylamino)methyl]thieno[3,2-b]pyridin